2-amino-6-hydroxy-2-(3-methoxyphenyl)cyclohexane-1-one hydrochloride Cl.NC1(C(C(CCC1)O)=O)C1=CC(=CC=C1)OC